C(C1=CC=CC=C1)(C1=CC=CC=C1)N[C@H](C)C=1SC=CN1 N-benzhydryl-(1R)-1-(thiazol-2-yl)ethanamine